ClC=1C=C(C=CC1C)NC(=O)NCC=1C=C2CN(C(C2=CC1)=O)C1C(NC(CC1)=O)=O 1-(3-chloro-4-methylphenyl)-3-[[2-(2,6-dioxopiperidin-3-yl)-1-oxo-3H-isoindol-5-yl]methyl]urea